NC=1C2=C(N=CN1)C(=CS2)C(=O)NC2=C1C=CN=C(C1=CC=C2C)C(C2=CC=C(C=C2)C(F)(F)F)O 4-Amino-N-(1-(hydroxy(4-(trifluoromethyl)phenyl)methyl)-6-methylisoquinolin-5-yl)thieno[3,2-d]Pyrimidine-7-carboxamide